C1CCC2=C(C=CC=C12)C1=C(C=C2C(=N1)C(=NN2)C=2C=NN(C2)C2CN(C2)C(CN2CCC(CC2)O)=O)OC (3-(4-(5-(2,3-Dihydro-1H-inden-4-yl)-6-methoxy-1H-pyrazolo[4,3-b]pyridin-3-yl)-1H-pyrazol-1-yl)azetidin-1-yl)-2-(4-hydroxypiperidin-1-yl)ethan-1-one